ClC1=C(C(=O)N(C)C)C=CC(=C1)OCCCC1CC2(C1)CCN(CC2)C([C@@](C(F)(F)F)(C2=CC=CC=C2)O)=O |o1:26| 2-chloro-N,N-dimethyl-4-(3-(7-((R or S)-3,3,3-trifluoro-2-hydroxy-2-phenylpropanoyl)-7-azaspiro[3.5]nonan-2-yl)propoxy)benzamide